(2S,4R)-4-fluoro-1-(1H-Indole-2-carbonyl)-N-((S)-1-oxo-3-((S)-2-oxopyrrolidin-3-yl)propan-2-yl)pyrrolidine-2-carboxamide F[C@@H]1C[C@H](N(C1)C(=O)C=1NC2=CC=CC=C2C1)C(=O)N[C@H](C=O)C[C@H]1C(NCC1)=O